(E)-2-(5-(2-ethoxyvinyl)-2-oxo-4-(trifluoromethyl)pyridin-1(2H)-yl)pentanoate C(C)O/C=C/C=1C(=CC(N(C1)C(C(=O)[O-])CCC)=O)C(F)(F)F